O=C1NC(CC[C@@H]1C=1C=C2CCN(CC2=CC1)C(=O)OC(C)(C)C)=O |r| tert-butyl 6-[(3RS)-2,6-dioxopiperidin-3-yl]-3,4-dihydro-1H-isoquinoline-2-carboxylate